4-[3-[2,6-Dichloro-4-(3-methylsulfonylazetidin-1-yl)benzoyl]-2,4-dihydro-1,3-benzoxazin-8-yl]-5-fluoro-2-morpholin-4-ylbenzoic acid ClC1=C(C(=O)N2COC3=C(C2)C=CC=C3C3=CC(=C(C(=O)O)C=C3F)N3CCOCC3)C(=CC(=C1)N1CC(C1)S(=O)(=O)C)Cl